O1COC2=C1C=CC(=C2)CC=N[S@](=O)C(C)(C)C (R)-N-(2-(benzo[d][1,3]dioxol-5-yl)ethylidene)-2-methylpropane-2-sulfinamide